cerium-chromium-zirconium [Zr].[Cr].[Ce]